heptadecan-9-yl 4-((3-(1H-imidazol-1-yl)propyl)amino)-2-(((3-(octyloxy)-3-oxopropyl)thio)methyl)-4-oxobutanoate N1(C=NC=C1)CCCNC(CC(C(=O)OC(CCCCCCCC)CCCCCCCC)CSCCC(=O)OCCCCCCCC)=O